C1(CC1)N(C=1C2=C(N=C(N1)OC[C@]13CCCN3C[C@@H](C1)F)C(=C(N=C2)C2=CC(=CC1=CC=C(C(=C21)C#C)F)O)F)CC 4-(4-(cyclopropyl(ethyl)amino)-8-fluoro-2-(((2R,7aS)-2-fluorotetrahydro-1H-pyrrolizin-7a(5H)-yl)methoxy)pyrido[4,3-d]pyrimidin-7-yl)-5-ethynyl-6-fluoronaphthalen-2-ol